decanyl-trimethyl-ammonium chloride [Cl-].C(CCCCCCCCC)[N+](C)(C)C